[O-]C(C)CCC 2-oxidopentane